BrC1=CC=CC=2N1N=C(N2)NC(=O)C2CC2 N-(5-bromo-[1,2,4]triazolo[1,5-a]pyridin-2-yl)cyclopropaneformamide